methyl 3-(4-(2-((1r,4r)-4-((tert-butoxycarbonylamino)methyl) cyclohexanecarboxamido)ethoxy)phenyl)isonicotinate C(C)(C)(C)OC(=O)NCC1CCC(CC1)C(=O)NCCOC1=CC=C(C=C1)C1=C(C(=O)OC)C=CN=C1